methyl (2S)-4-(5,6-dihydroxy-1-benzothien-2-yl)-2-methyl-4-oxobutanoate OC=1C(=CC2=C(C=C(S2)C(C[C@@H](C(=O)OC)C)=O)C1)O